BrC1=C(C(=C(C=C1)O)Cl)Cl monobromodichlorophenol